C1(=CC=CC=C1)C1=NN=C(O1)C1(CCOCC1)C(=O)OCC ethyl 4-(5-phenyl-1,3,4-oxadiazol-2-yl)tetrahydro-2H-pyran-4-carboxylate